N-α-(t-butoxycarbonyl)-L-glutamic acid α-methyl ester CC(C)(C)OC(=O)N[C@@H](CCC(=O)O)C(=O)OC